C(C(=O)O)(=O)O.C(C1=CC=CC=C1)ON[C@@H]1CC[C@H](NC1)C(=O)OCC ethyl (2S,5R)-5-[(benzyloxy) amino]-piperidine-2-carboxylate oxalate